O1C(=CC2=C1C=CC=C2)C(N2CCC(CC2)C2=C(C=CC=C2)OC)C2=NN=NN2C(C)(C)C 1-(benzofuran-2-yl(1-(tert-butyl)-1H-tetrazol-5-yl)methyl)-4-(2-methoxyphenyl)piperidine